(2-Bromo-4-(trifluoromethyl)phenyl)methanol methyl-3-amino-2,6-dichloroisonicotinate CC1=C(N=C(C(=C1C(=O)OCC1=C(C=C(C=C1)C(F)(F)F)Br)N)Cl)Cl